C(O)C(C(=O)OCCC)(C)CO propyl dimethylolpropionate